[Cu].OC=1C=C(C=C(C1O)[N+](=O)[O-])C(=O)C1=CC=C(C=C1)C (3,4-dihydroxy-5-nitrophenyl)(4-methylphenyl)methanone copper